2-[(6-{[(cyclopentylmethyl)amino]methyl}imidazo[1,2-a]pyridin-2-yl)methyl]-5-phenyl-1,2-dihydro-2,7-naphthyridin-1-one C1(CCCC1)CNCC=1C=CC=2N(C1)C=C(N2)CN2C(C1=CN=CC(=C1C=C2)C2=CC=CC=C2)=O